tert-butyl (2S,5S)-5-(((tert-butyldiphenylsilyl)oxy)methyl)-2-((2-(4-chloro-2-methoxyphenyl)propan-2-yl)carbamoyl)morpholine-4-carboxylate [Si](C1=CC=CC=C1)(C1=CC=CC=C1)(C(C)(C)C)OC[C@@H]1CO[C@@H](CN1C(=O)OC(C)(C)C)C(NC(C)(C)C1=C(C=C(C=C1)Cl)OC)=O